C12[C@H](CC(C=C1)C2)NC(C2=C(C=CC=C2)F)=O N-((2S)-bicyclo[2.2.1]hept-5-ene-2-yl)-2-fluorobenzamide